(Z)-N-{2-[3-chloro-5-(cyclopropylethynyl)-2-pyridinyl]-2-(isopropoxyimino)ethyl}-3-(difluoromethyl)-1-methylpyrazole-4-carboxamide ClC=1C(=NC=C(C1)C#CC1CC1)\C(\CNC(=O)C=1C(=NN(C1)C)C(F)F)=N/OC(C)C